OCC=1C(=NC(=NC1)SC)N[C@H]1C[C@@H](CCC1)O (1R,3R)-3-{[5-(hydroxymethyl)-2-(methylsulfanyl)pyrimidin-4-yl]amino}cyclohexanol